1-amino-N-methylcyclohexane-1-carboxamide NC1(CCCCC1)C(=O)NC